C(C)(C)C12OCCN2CCO1 5-isopropyl-1-aza-4,6-dioxabicyclo[3.3.0]octane